(5S)-4-ethyl-5,8,8-trimethyl-5-phenyl-9,10-dihydro-7H-benzo[b][1,8]naphthyridin-6-one C(C)C=1C=2[C@@](C3=C(NC2N=CC1)CC(CC3=O)(C)C)(C3=CC=CC=C3)C